O=C1NC(CC(C1)C1=CC(=C(C(=C1)F)N1CCN(CC1)CC1CCN(CC1)NC(OC(C)(C)C)=O)F)=O tert-butyl (4-((4-(4-(2,6-dioxopiperidin-4-yl)-2,6-difluorophenyl)piperazin-1-yl)methyl)piperidin-1-yl)carbamate